IC1[C@]2(C)[C@@H](CC1)[C@@H]1CC[C@H]3C[C@H](CC[C@]3(C)[C@H]1CC2)O 17-iodo-3β-hydroxy-5α-androstane